1-(cyclopentylmethyl)-3-(2-(trifluoromethyl)-[1,1'-biphenyl]-4-yl)piperidine C1(CCCC1)CN1CC(CCC1)C1=CC(=C(C=C1)C1=CC=CC=C1)C(F)(F)F